5-amino-1-((1s,3s)-3-(hydroxymethyl)cyclobutyl)-3-(2-phenylquinolin-7-yl)-1H-pyrazole-4-carbonitrile NC1=C(C(=NN1C1CC(C1)CO)C1=CC=C2C=CC(=NC2=C1)C1=CC=CC=C1)C#N